1-(p-tolyl)ethanamine C1(=CC=C(C=C1)C(C)N)C